methyl-4-ethyl-2-methoxybenzaldehyde CC=1C(=C(C=O)C=CC1CC)OC